[O-2].[Fe+3].[Li+].[O-2] LITHIUM IRON(III) OXIDE